2-[3,5-dichloro-4-[(5-isopropyl-6-oxo-1H-pyridazin-3-yl)oxy]-phenyl]-3,5-dioxo-4H-1,2,4-triazine-6-carboxylic acid ClC=1C=C(C=C(C1OC1=NNC(C(=C1)C(C)C)=O)Cl)N1N=C(C(NC1=O)=O)C(=O)O